2-[(5-Methoxypyridin-2-yl)formamido]acetic acid COC=1C=CC(=NC1)C(=O)NCC(=O)O